COC1=C(C=CC(=C1)C)C=1C=2C(C(=NN1)N[C@H]1CNCCC1)=CSC2 (R)-3-((4-(2-Methoxy-4-methylphenyl)thieno[3,4-d]pyridazin-1-yl)amino)piperidine